CCCCC/C=C\\CC1C(O1)C/C=C\\C/C=C\\CCCC(=O)OC(CO)CO The molecule is a 2-monoglyceride obtained by formal condensation of the carboxy group of 11,12-epoxy-(5Z,8Z,14Z)-icosatrienoic acid with the 2-hydroxy group of glycerol. It has a role as a human xenobiotic metabolite. It is a 2-monoglyceride, an epoxide and a polyunsaturated fatty ester. It derives from an 11,12-EET.